C[C@@H]1[C@H](CC[C@]2(C1CCC3=C2CC[C@]4([C@]3(CC[C@@H]4[C@H](C)CCC(=C)C(C)C)C)C)C)O The molecule is a 3beta-sterol and a 14alpha-methyl steroid. It has a role as a mouse metabolite. It derives from a hydride of a 5alpha-ergostane.